ethyl (Z)-6-(5-fluoro-2-oxoindolin-3-ylidene)-2,4,4-trimethyl-1,4,5,6-tetrahydrocyclopenta[b]pyrrole-3-carboxylate FC=1C=C2/C(/C(NC2=CC1)=O)=C/1\CC(C2=C1NC(=C2C(=O)OCC)C)(C)C